(2,4-difluorophenyl)-1,5-dihydro-N-(1-methylethyl)-5-oxo-4H-1,2,4-triazole-4-carboxamide FC1=C(C=CC(=C1)F)N1N=CN(C1=O)C(=O)NC(C)C